(4-[(CYCLOHEXYLMETHOXY)METHYL]PHENYL)BORANEDIOL C1(CCCCC1)COCC1=CC=C(C=C1)B(O)O